COC1=CC=C(C=C1)CNCC=1C=CC=2N(C1)C=C(N2)CNC(=O)C=2N=C1N(C(C2)=O)C=CC=C1 N-{[6-({[(4-methoxyphenyl)methyl]amino}methyl)imidazo[1,2-a]pyridin-2-yl]methyl}-4-oxo-4H-pyrido[1,2-a]pyrimidine-2-carboxamide